C1OCC12CN(C2)CC=2C(=C(C=CC2)NC=2C(=C(C=CC2)C2=NC=CC(=C2Cl)C2=NC(=C(C=C2)CNCC2CCC(N2)=O)OC)Cl)F 5-((((2'-(3-((3-((2-oxa-6-azaspiro[3.3]heptan-6-yl)methyl)-2-fluorophenyl)amino)-2-chlorophenyl)-3'-chloro-6-methoxy-[2,4'-bipyridin]-5-yl)methyl)amino)methyl)pyrrolidin-2-one